C1(=CC=CC=C1)POC=1SC=CC1 phenylphosphine-oxythiophene